[C@H]12CN(C[C@H](CC1)N2)C=2C1=C(N=CN2)C(=C(N=C1)C1=CC=CC2=CC=CC=C12)F 4-((1R,5S)-3,8-diazabicyclo[3.2.1]octan-3-yl)-8-fluoro-7-(naphthalen-1-yl)pyrido[4,3-d]pyrimidine